COCCO[SiH](C)C methoxyethoxy-dimethylsilane